NCCCC[C@@H](C(O)=N)/N=C/O (2S)-6-Amino-2-[(E)-(hydroxymethylene)amino]hexanimidic acid